6-[(3aR,6aS)-3a-(aminomethyl)-5-hydroxy-octahydrocyclopenta[c]pyrrol-2-yl]-3-(2,3-dichlorophenyl)-2-methyl-3,4-dihydropyrimidin-4-one NC[C@@]12[C@@H](CN(C1)C1=CC(N(C(=N1)C)C1=C(C(=CC=C1)Cl)Cl)=O)CC(C2)O